CN(C1=C(C=NC2=C(C=C(C=C12)C(F)(F)F)C(F)(F)F)C#N)[C@@H](C)C=1N(N=CN1)C1=NC=CC=N1 4-[methyl-[(1S)-1-(2-pyrimidin-2-yl-1,2,4-triazol-3-yl)ethyl]amino]-6,8-bis(trifluoromethyl)quinoline-3-carbonitrile